C1(CC1)N1N=NC(=C1)COC1=CC=CC(=N1)C1=CC(=C(C=C1F)CC=1N(C2=C(N1)C=CC(=C2)C(=O)OC)C[C@H]2OCC2)F Methyl 2-[[4-[6-[(1-cyclopropyltriazol-4-yl)methoxy]-2-pyridyl]-2,5-difluorophenyl]methyl]-3-[[(2S)-oxetan-2-yl]methyl]benzimidazole-5-carboxylate